FC(C=1C=C(C=C(C1)C(F)(F)F)[B-](C1=CC(=CC(=C1)C(F)(F)F)C(F)(F)F)(C1=CC(=CC(=C1)C(F)(F)F)C(F)(F)F)C1=CC(=CC(=C1)C(F)(F)F)C(F)(F)F)(F)F.C1(=CC=CC=C1)[C+](C1=CC=CC=C1)C1=CC=CC=C1 triphenylcarbenium tetrakis{3,5-bis-(trifluoromethyl)phenyl}borate